FC(C1CC=2C(=NNC2CC1)C(=O)N)(F)F 5-(trifluoromethyl)-4,5,6,7-tetrahydroindazole-3-carboxamide